tert-Butyl (2-hydroxy-2-(methyl-d3)-1-(4-((1-methylcyclopentyl)methoxy-d2)phenyl)propyl-3,3,3-d3)carbamate OC(C(C1=CC=C(C=C1)OC([2H])([2H])C1(CCCC1)C)NC(OC(C)(C)C)=O)(C([2H])([2H])[2H])C([2H])([2H])[2H]